eicosyl 4-iodovalerate IC(CCC(=O)OCCCCCCCCCCCCCCCCCCCC)C